C(C)(=O)N1CCN(CC1)C1=CC(=C(C=C1)NC1=NC(=NC=C1C(F)(F)F)NC=1C=C(C=CC1)NC(CC)=O)OC N-(3-((4-((4-(4-acetylpiperazin-1-yl)-2-methoxyphenyl)amino)-5-(trifluoromethyl)pyrimidin-2-yl)amino)phenyl)propionamide